N-methyl-4-(3-{4-[(3S,4R)-3-fluoro-1-methyl-4-piperidylamino]-1-(2,2,2-trifluoroethyl)-2-indolyl}-2-propynylamino)-3-(5-hydroxypentyloxy)benzamide CNC(C1=CC(=C(C=C1)NCC#CC=1N(C2=CC=CC(=C2C1)N[C@H]1[C@H](CN(CC1)C)F)CC(F)(F)F)OCCCCCO)=O